C[C@@H]1N(CC1)C=1N=C(C2=C(N1)CCC2)C=2C=C(C(=O)O)C=CC2 (S)-3-(2-(2-methylazetidin-1-yl)-6,7-dihydro-5H-cyclopenta[d]pyrimidin-4-yl)benzoic acid